CS(=O)=N S-methylsulfoximin